CN1C(CNCC1)C(=O)O methylpiperazine-2-carboxylic acid